ClC=1C=C(C=CC1C)C(CCCCCOB([O-])[O-])(C1=CC(=C(C=C1)C)Cl)C1=CC(=C(C=C1)C)Cl.C(C1=CC=CC=C1)[N+](C)(C)CCCCCCCCCCCCCCCC.C(C1=CC=CC=C1)[N+](C)(C)CCCCCCCCCCCCCCCC N-benzyl-N,N-dimethylhexadecylammonium tri(3-chloro-4-methylphenyl)hexylborate